C(C)(C)(C)OC(=O)N1C=CC2=C(C(=CC(=C12)C)[C@H]1C(C1)(F)F)C=O (S)-5-(2,2-Difluorocyclopropyl)-4-formyl-7-methyl-1H-indole-1-carboxylic acid tert-butyl ester